FC=1C=C(C=CC1)C(C(C)SC1=NNC(=N1)C1=CC=NC=C1)=O 1-(3-fluorophenyl)-2-{[5-(pyridin-4-yl)-1H-1,2,4-triazol-3-yl]sulfanyl}propan-1-one